1-(2-chloropyrimidin-5-yl)-2,2,2-trifluoroethanol ClC1=NC=C(C=N1)C(C(F)(F)F)O